(S)-3-(3-(1-amino-2,3-dihydro-1H-inden-5-yl)-5-(3-methyl-1,2,4-oxadiazol-5-yl)-3H-imidazo[4,5-b]pyridin-2-yl)pyridin-2-amine N[C@H]1CCC2=CC(=CC=C12)N1C(=NC=2C1=NC(=CC2)C2=NC(=NO2)C)C=2C(=NC=CC2)N